3-[3-[4-(8-isoquinolyloxy)-2-(trifluoromethyl)phenoxy]phenyl]propanenitrile C1=NC=CC2=CC=CC(=C12)OC1=CC(=C(OC=2C=C(C=CC2)CCC#N)C=C1)C(F)(F)F